OC=1C(=CC(=C2C=CC=NC12)[N+](=O)[O-])C(NC(CC=1C(=NN(C1C)C)C)=O)C1=CC=C(C=C1)OC N-[(8-hydroxy-5-nitroquinolin-7-yl)(4-methoxyphenyl)methyl]-2-(1,3,5-trimethyl-1H-pyrazol-4-yl)acetamide